C(#N)CNC(=O)C1(CCCCC1)NC(C1=CC=C(C=C1)N1CCN(CC1)CC1=CC=CC=C1)=O N-[1-(Cyanomethyl-carbamoyl)-cyclohexyl]-4-(4-benzyl-piperazin-1-yl)-benzamide